CC(C)(C)OC(=O)N1CCN(CC1)C1=C(C=C(C=C1)[N+](=O)[O-])CO 4-(2-(hydroxymethyl)-4-nitrophenyl)piperazine-1-carboxylic acid-2-methylpropan-2-yl ester